COC1CN(C1)CC1=CC=C(C=C1)C=1C=C2C(=NC1)N(C=C2C=2C=NC(=CC2)OC)S(=O)(=O)C2=CC=C(C)C=C2 5-(4-((3-methoxyazetidin-1-yl)methyl)phenyl)-3-(6-methoxypyridin-3-yl)-1-tosyl-1H-pyrrolo[2,3-b]pyridine